(4-(1H-pyrazol-1-yl)piperidin-1-yl)(5-(piperidine-1-carbonyl)-3-((6-(trifluoromethyl)pyridin-3-yl)methoxy)isoquinolin-7-yl)methanone N1(N=CC=C1)C1CCN(CC1)C(=O)C1=CC(=C2C=C(N=CC2=C1)OCC=1C=NC(=CC1)C(F)(F)F)C(=O)N1CCCCC1